C(#N)C1=CC(=C(C=C1)C1(OC(C2=C(O1)C=CC=C2)C2CCN(CC2)CC=2N(C1=C(N2)SC(=C1)C(=O)O)C[C@H]1OCC1)C)F 2-((4-(2-(4-cyano-2-fluorophenyl)-2-methylbenzo[d][1,3]dioxan-4-yl)piperidin-1-yl)methyl)-1-(((S)-oxetan-2-yl)methyl)-1H-thieno[2,3-d]imidazole-5-carboxylic acid